3-(5-((3-(4'-fluoro-5,5-dimethyl-3,4,5,6-tetrahydro-[1,1'-biphenyl]-2-carbonyl)-3,6-diazabicyclo[3.1.1]heptane-6-yl)methyl)-1-oxoisoindolin-2-yl)piperidine-2,6-dione FC1=CC=C(C=C1)C1=C(CCC(C1)(C)C)C(=O)N1CC2N(C(C1)C2)CC=2C=C1CN(C(C1=CC2)=O)C2C(NC(CC2)=O)=O